NC1=C(C(=O)NCC2=CC(=CC=C2)F)C=CC=C1 2-amino-N-(3-fluorobenzyl)benzamide